N-(1-(4-chloro-5-fluoropyridin-3-yl)pent-4-en-1-yl)-2-methylpropan-2-sulfinamide ClC1=C(C=NC=C1F)C(CCC=C)NS(=O)C(C)(C)C